C1(=CC=CC2=CC=CC=C12)NC(CC(=O)O)=O 3-(Naphthalen-1-ylamino)-3-oxopropanoic acid